6-bromo-2-[(2R)-3-(3,4-dihydro-1H-isoquinolin-2-yl)-2-hydroxy-propyl]spiro[3H-isoquinolin-4,1'-cyclopropane]-1-one BrC=1C=C2C(=CC1)C(N(CC21CC1)C[C@@H](CN1CC2=CC=CC=C2CC1)O)=O